C12(CCCC(CCC1)CCC2)CCCS bicyclo[3.3.3]undecane-1-propanethiol